CC(C=COCCC1=CC=CC=C1)CCCCCCCCC (2-((3-methyldodec-1-en-1-yl)oxy)ethyl)benzene